C(C)C1=CC2=C(C3=CC=CC=C3C(=C2C=C1)CC(CCCC)CC)CC(CCCC)CC 2-ethyl-9,10-bis(2-ethylhexyl)anthracene